(E)-N-(5-(2-(3,3-difluorocyclobutyl)vinyl)-6-methoxypyridin-3-yl)acrylamide FC1(CC(C1)/C=C/C=1C=C(C=NC1OC)NC(C=C)=O)F